4-hydroxy-N-(7-methoxy-4-{1H-pyrrolo[2,3-b]pyridin-4-yl}-1H-1,3-benzodiazol-2-yl)-4-methylpiperidine-1-carboxamide OC1(CCN(CC1)C(=O)NC1=NC2=C(N1)C(=CC=C2C2=C1C(=NC=C2)NC=C1)OC)C